potassium pyrosulphite S(=O)(=O)([O-])S(=O)[O-].[K+].[K+]